1-Cyclopropyl-4-(2,6-bis(benzyloxy)-4-propylphenyl)indolin-2-one C1(CC1)N1C(CC2=C(C=CC=C12)C1=C(C=C(C=C1OCC1=CC=CC=C1)CCC)OCC1=CC=CC=C1)=O